C(C1=CC=CC=C1)OC(C(C\C=C(/C)\F)C)=O.BrC1=CC=C(C=C1)C#CN1C(OCC1)=O 3-((4-bromophenyl)ethynyl)oxazolidin-2-one benzyl-(2E,4E)-5-fluoro-2-methylhex-4-enoate